C1(=CC=C(C=C1)C1=NC(=NO1)CN1CCC(CC1)C(=O)NC1=CC(=CC=C1)C(F)(F)F)C 1-((5-(p-tolyl)-1,2,4-oxadiazol-3-yl)methyl)-N-(3-(trifluoromethyl)phenyl)piperidine-4-carboxamide